tetraacetyl-β-D-mannose C(C)(=O)[C@@]1([C@@]([C@@]([C@](O)(O[C@@H]1CO)C(C)=O)(O)C(C)=O)(O)C(C)=O)O